C(CCCCCCCCCCCCCCCCCCCCCC)(=O)O trans-tricosanoic acid